NC=1C(=NON1)C1=NOC(N1C1=CC(=CC=C1)C(F)(F)F)=O (4-amino-1,2,5-oxadiazol-3-yl)-4-(3-(trifluoromethyl)-phenyl)-1,2,4-oxadiazol-5(4H)-one